FC(C(=O)[O-])(F)F.NC(=O)C1=CC=CC2=CN(N=C12)C1=CC=C(C(=O)N2CC[NH2+]CCC2)C=C1 4-{4-[7-(aminocarbonyl)-2H-indazol-2-yl]benzoyl}-1,4-diazacycloheptan-1-ium trifluoroacetate